1-((2,3-dihydrobenzofuran-5-yl)sulfonyl)-N-(benzo[d]thiazol-5-yl)-4-fluoropiperidine-4-carboxamide O1CCC2=C1C=CC(=C2)S(=O)(=O)N2CCC(CC2)(C(=O)NC=2C=CC1=C(N=CS1)C2)F